((S)-1-acryloyl-4-(7-(4-fluoronaphthalen-1-yl)-2-(((S)-1-methylpyrrolidin-2-yl)methoxy)-5,6,7,8-tetrahydropyrido[3,4-d]pyrimidin-4-yl)piperazin-2-yl)acetonitrile C(C=C)(=O)N1[C@H](CN(CC1)C=1C2=C(N=C(N1)OC[C@H]1N(CCC1)C)CN(CC2)C2=CC=C(C1=CC=CC=C21)F)CC#N